methyl 5-(azetidin-2-ylmethoxy)-2-methylbenzoate N1C(CC1)COC=1C=CC(=C(C(=O)OC)C1)C